(S)-N-(8,9-difluoro-6-oxo-1,4,5,6-tetrahydro-2H-pyrano[3,4-c]isoquinolin-1-yl)-N-methyl-[1,2,4]triazolo[4,3-a]pyridine-6-carboxamide FC=1C(=CC=2C3=C(NC(C2C1)=O)COC[C@H]3N(C(=O)C=3C=CC=1N(C3)C=NN1)C)F